1-(bromomethyl)-4-methylsulfonylbenzene BrCC1=CC=C(C=C1)S(=O)(=O)C